OC1=CC=C(C=C1)CC(C(=O)O)O 3-(4-Hydroxyphenyl)lactic Acid